4-(2,6-Bis(benzyloxy)-4-propylphenyl)-1-methylindolin-2-one C(C1=CC=CC=C1)OC1=C(C(=CC(=C1)CCC)OCC1=CC=CC=C1)C1=C2CC(N(C2=CC=C1)C)=O